CC=1C=C(C=C(C1)C)C1=C2CC(C(C2=C(C=2CCCC12)C1=CC(=CC(=C1)C)C)OC)C 4,8-di(3,5-dimethylphenyl)-1-methoxy-2-methyl-1,2,3,5,6,7-hexahydro-s-indacene